N-[(2S)-1-({(1S)-1-cyano-2-[(3S)-2-oxopyrrolidin-3-yl]ethyl}amino)-4,4-dimethyl-1-oxopentan-2-yl]-5-fluoro-4-methoxy-1H-indole-2-carboxamide C(#N)[C@H](C[C@H]1C(NCC1)=O)NC([C@H](CC(C)(C)C)NC(=O)C=1NC2=CC=C(C(=C2C1)OC)F)=O